C12CC\C=C/CCC2O1 (Z)-9-oxabicyclo[6.1.0]non-4-ene